tert-Butyl (endo)-5-(7-bromo-8-(2-cyanoethyl)-2-ethyl-6-fluoro-4-(2-fluoro-5-(methylcarbamoyl)phenyl)-1H-imidazo[4,5-c]quinolin-1-yl)-2-azabicyclo[2.1.1]hexane-2-carboxylate BrC=1C(=CC=2C3=C(C(=NC2C1F)C1=C(C=CC(=C1)C(NC)=O)F)N=C(N3C3C1CN(C3C1)C(=O)OC(C)(C)C)CC)CCC#N